5-{2-[2-(2-Hydroxycyclopentyl)piperidin-1-yl]-2-oxoacetamido}pyridine-3-carboxamide OC1C(CCC1)C1N(CCCC1)C(C(=O)NC=1C=C(C=NC1)C(=O)N)=O